2-(4-cyclopropyl-6-methoxypyrimidin-5-yl)-N-(4-(1-methyl-4-(trifluoromethyl)-1H-imidazol-2-yl)benzyl)-6-(oxiran-2-ylmethyl)-5,6,7,8-tetrahydropyrido[4,3-d]pyrimidin-4-amine C1(CC1)C1=NC=NC(=C1C=1N=C(C2=C(N1)CCN(C2)CC2OC2)NCC2=CC=C(C=C2)C=2N(C=C(N2)C(F)(F)F)C)OC